C1=CC=CC=2C3=CC=CC=C3C(C12)COC(=O)N[C@H](C(=O)OC(C)(C)C)CI (R)-tert-butyl 2-((((9H-fluoren-9-yl)methoxy)carbonyl)amino)-3-iodopropanoate